platinum-cerium-tin [Sn].[Ce].[Pt]